tetramethyl-thioninium chloride [Cl-].CC1=C(C(=C([SH+]C=CC=C1)C)C)C